ClC1=C(C(=NC2=NC=CC=C12)CCCCCO[C@H]1CN(CC1)C(=O)OC(C)(C)C)C tert-butyl (R)-3-((5-(4-chloro-3-methyl-1,8-naphthyridin-2-yl)pentyl)oxy)pyrrolidine-1-carboxylate